FC=1C=C2C(=NN(C2=C(C1)C)C=1C=CC(=NC1)N1CCN(CC1)C(=O)OC(C)(C)C)C=1C2=CN(N=C2C=CC1)C Tert-butyl 4-(5-(5-fluoro-2',7-dimethyl-1H,2'H-[3,4'-biindazol]-1-yl)pyridin-2-yl)piperazine-1-carboxylate